tert-butyl N-(2-oxopyrrolidin-3-yl)carbamate O=C1NCCC1NC(OC(C)(C)C)=O